N-(4-(4-amino-7-(4(S)-((2-fluoroethyl)amino)cyclohex-1-en-1-yl)-1-isopropyl-1H-pyrazolo[4,3-c]pyridin-3-yl)-2-fluorophenyl)-2-chlorobenzenesulfonamide NC1=NC=C(C2=C1C(=NN2C(C)C)C2=CC(=C(C=C2)NS(=O)(=O)C2=C(C=CC=C2)Cl)F)C2=CC[C@H](CC2)NCCF